5-(Cyclobutylsulfinyl)-N-((4,6-dimethyl-2-oxo-1,2-dihydropyridin-3-yl)methyl)-3-(ethyl-(tetrahydro-2H-pyran-4-yl)amino)-2-methylbenzamide C1(CCC1)S(=O)C=1C=C(C(=C(C(=O)NCC=2C(NC(=CC2C)C)=O)C1)C)N(C1CCOCC1)CC